cyclopropyl(2-(4-(2,4-difluorophenoxy)piperidin-1-yl)-3-(1-methyl-1H-pyrazol-4-yl)pyrido[3,4-b]pyrazin-7-yl)methanol C1(CC1)C(O)C1=CC=2C(=NC(=C(N2)N2CCC(CC2)OC2=C(C=C(C=C2)F)F)C=2C=NN(C2)C)C=N1